BrC1=CC=C(C=C1)C(C(=O)O)CO 2-(4-bromophenyl)-3-hydroxypropionic acid